N[C@@H](CCOC1=C(CN2C3=NC=NC(=C3N=C2)N)C(=CC(=C1)Cl)C)COC (S)-9-(2-(3-amino-4-methoxybutoxy)-4-chloro-6-methylbenzyl)-9H-purin-6-amin